4-NITROBUTANOIC ACID [N+](=O)([O-])CCCC(=O)O